C(#C)C(C)=CC(C)C 2-Ethynyl-4-methyl-2-pentene